BrC1=CC=C(C=C1)C=1N=C2N(C=CC=C2)C1CN1CC2CCC(C1)N2C(=O)C2=CC(=CC=C2)OC (3-{[2-(4-Bromophenyl)imidazo[1,2-a]pyridin-3-yl]methyl}-3,8-diazabicyclo[3.2.1]oct-8-yl)-(3-methoxyphenyl)methanone